PYRAZOLOPYRIMIDINESULFONAMIDE N1N=C(C2=C1C=NC=N2)S(=O)(=O)N